tert-Butyl (2S)-5-hydroxy-2-(hydroxymethyl)piperidine-1-carboxylate OC1CC[C@H](N(C1)C(=O)OC(C)(C)C)CO